CC(C(=O)NC=1C=CC=C2C(=CNC12)C1=CC=NC=C1)=C(C)C 4-(7-(2,3-dimethylbut-2-enamido)-1H-indol-3-yl)pyridin